ClC1=C(C=CC=C1C=1N=CC(=NC1OC)NCCNC(C)=O)C1=C(C(=CC=C1)C=1N=CC(=NC1OC)NCCNC(C)=O)Cl N,N'-((((2,2'-Dichloro-[1,1'-biphenyl]-3,3'-diyl)bis(6-methoxypyrazine-5,2-diyl))bis(azanediyl))bis(ethane-2,1-diyl))diacetamide